2-[1-(bromomethyl)-guanidino]acetic acid BrCN(C(=N)N)CC(=O)O